(4-oxa-7-azaspiro[2.5]octan-7-yl)((1R,4r)-4-(4-((R)-3-((2,5,7-trimethyl-[1,2,4]triazolo[1,5-a]pyrimidin-6-yl)oxy)pyrrolidin-1-yl)phenyl)cyclohexyl)methanone C1CC12OCCN(C2)C(=O)C2CCC(CC2)C2=CC=C(C=C2)N2C[C@@H](CC2)OC=2C(=NC=1N(C2C)N=C(N1)C)C